N1N=CC(=C1)C1=CC=C(C=C1)C1OCCC=2N=C(N=C(C21)N)N2C1CNCC2CC1 (4-(1H-pyrazol-4-yl)phenyl)-2-(3,8-diazabicyclo[3.2.1]octan-8-yl)-7,8-dihydro-5H-pyrano[4,3-d]pyrimidin-4-amine